BrC=1C=C2C(=NC(=NC2=CC1)C)N[C@H](C)C1=C(C(=CC=C1)C(F)(F)F)C (R)-6-Bromo-2-methyl-N-(1-(2-methyl-3-(trifluoromethyl)phenyl)ethyl)quinazolin-4-amine